FC1(C(CC1(F)F)OC(=O)N1C[C@H]([C@H](C1)F)NC(C1=C(N=CC(=C1)C1=CC(=C2C(=NC=NN21)N)C(F)(F)F)OC)=O)F 2,2,3,3-Tetrafluorocyclobutyl-(3R,4S)-3-(5-(4-amino-5-(trifluoromethyl)pyrrolo[2,1-f][1,2,4]triazin-7-yl)-2-methoxynicotinamido)-4-fluoropyrrolidin-1-carboxylat